[O-2].[Sc+3].[W+4] tungsten-scandium oxide